7-chloro-6-(chloromethyl)chroman ClC1=C(C=C2CCCOC2=C1)CCl